COC1=CC=CC(=N1)C=1OC2=C(C=C(C=C2C(C1C)=O)C)[C@@H](C)NC(OC(C)(C)C)=O tert-Butyl N-[(1R)-1-[2-(6-methoxy-2-pyridyl)-3,6-dimethyl-4-oxo-chromen-8-yl]ethyl]carbamate